C(C1=CN=CC=C1)(=O)NC1=NC(N([C@H]2C[C@H](O)[C@@H](CO)O2)C=C1)=O N4-Nicotinoyl-2'-deoxycytidine